1-(5-(2-((4-bromobenzyl)oxy)-3-methoxyphenyl)-4-(4-(dimethylamino)phenyl)-1-phenyl-4,5-dihydro-1H-1,2,4-triazol-3-yl)ethan-1-one BrC1=CC=C(COC2=C(C=CC=C2OC)C2N(C(=NN2C2=CC=CC=C2)C(C)=O)C2=CC=C(C=C2)N(C)C)C=C1